cycloheptan-7-one C1CCCCCC1=O